BrC1=CC=C(C=C1)C(C)(C)C=1N=C(SC1)NC(=O)NCC=1C=NC(=NC1)N1CC(CC1)O 1-(4-(2-(4-bromophenyl)propan-2-yl)thiazol-2-yl)-3-((2-(3-hydroxypyrrolidin-1-yl)pyrimidin-5-yl)methyl)urea